N1-(6-((2-(2,6-dioxopiperidin-3-yl)-1,3-dioxoisoindolin-4-yl)amino)hexyl)-N4-(4-(pyridin-2-yl)thiazol-2-yl)terephthalamide O=C1NC(CCC1N1C(C2=CC=CC(=C2C1=O)NCCCCCCNC(C1=CC=C(C(=O)NC=2SC=C(N2)C2=NC=CC=C2)C=C1)=O)=O)=O